C(C1=CC=CC=C1)(=O)NC(NCC1=C(C=CC=C1)[C@@H]1N(CC[C@@H](C1)C(F)(F)F)S(=O)(=O)C1=CC=C(C)C=C1)=S 3-benzoyl-1-(2-((2R,4S)-1-p-toluenesulfonyl-4-(trifluoromethyl)piperidin-2-yl)benzyl)thiourea